3-Methyl-5-phenylbenzene CC=1C=CC=C(C1)C1=CC=CC=C1